tert-butyl (2S,5S)-5-(((tert-butyldiphenylsilyl)oxy)methyl)-2-((2-(4,5-di-chloro-2-fluorophenyl)propan-2-yl)carbamoyl)morpholine-4-carboxylate [Si](C1=CC=CC=C1)(C1=CC=CC=C1)(C(C)(C)C)OC[C@@H]1CO[C@@H](CN1C(=O)OC(C)(C)C)C(NC(C)(C)C1=C(C=C(C(=C1)Cl)Cl)F)=O